4-amino-7-(1-methyl-1H-pyrrolo[2,3-b]pyridin-4-yl)-1,2-dihydro-3H-pyrrolo[3,4-c]pyridin-3-one NC1=NC=C(C2=C1C(NC2)=O)C2=C1C(=NC=C2)N(C=C1)C